ClC=1C=C(C=C(C1)I)C1=NOC(=N1)C 3-(3-chloro-5-iodophenyl)-5-methyl-1,2,4-oxadiazole